N1=C(C=CC=C1)O[C@H]1CN(CC1)C1=C(C(=O)N)C=C(C=C1)C1=CC=NC=C1 (R)-2-(3-(pyridin-2-yloxy)pyrrolidin-1-yl)-5-(pyridin-4-yl)benzamide